C(C)C1(CC1)C(=O)NCC=1SC(=NN1)C=1N(C2=CC=CC(=C2C1)NC1CCN(CC1)C)CC(F)(F)F 1-ethyl-N-[(5-{4-[(1-methylpiperidin-4-yl)amino]-1-(2,2,2-trifluoroethyl)-1H-indol-2-yl}-1,3,4-thiadiazol-2-yl)methyl]cyclopropane-1-carboxamide